5-(Methylamino)-6-(3-methylimidazo[4,5-c]pyridin-7-yl)-3-[4-(1-methyl-1-morpholino-ethyl)anilino]pyrazine-2-carboxamide CNC=1N=C(C(=NC1C=1C2=C(C=NC1)N(C=N2)C)C(=O)N)NC2=CC=C(C=C2)C(C)(N2CCOCC2)C